FC=1C=C(C=C2C=C(N=CC12)NC(=O)C1CCN(CC1)CC(C)C)C=1C=NN(C1)C N-(8-fluoro-6-(1-methyl-1H-pyrazol-4-yl)isoquinolin-3-yl)-1-isobutylpiperidine-4-carboxamide